ClC1=C2C(CCOC2=CC=C1)(C([2H])([2H])[2H])O 5-chloro-4-hydroxy-4-methyl-d3-chroman